The molecule is an isoquinoline that is 3,4-dihydroisoquinoline bearing amidino and hydroxy substituent at positions 2 and 4 respectively. It has a role as a metabolite. It is a carboxamidine, a member of isoquinolines and a secondary alcohol. C1C(C2=CC=CC=C2CN1C(=N)N)O